4,4,4-trifluoro-1-(3-fluorophenyl)-but-2-en-1-one FC(C=CC(=O)C1=CC(=CC=C1)F)(F)F